4-Fluoro-6-(2-methylazetidin-1-yl)-N-[(2-methyl-8-quinolyl)sulfonyl]benzofuran-2-carboxamide FC1=CC(=CC2=C1C=C(O2)C(=O)NS(=O)(=O)C=2C=CC=C1C=CC(=NC21)C)N2C(CC2)C